N1C[C@H](CCC1)C1=CC=C(C=C1)NC(=O)C1=NC=C(C=C1)OCC |r| (RS)-5-Ethoxy-pyridine-2-carboxylic acid (4-piperidin-3-yl-phenyl)-amide